tert-butyl ((5-((diphenylmethylene)amino)pyridin-3-yl)methyl)(ethyl-d5)carbamate C1(=CC=CC=C1)C(C1=CC=CC=C1)=NC=1C=C(C=NC1)CN(C(OC(C)(C)C)=O)C(C([2H])([2H])[2H])([2H])[2H]